3-bromo-4-fluoro-N,N-dimethyl-1H-pyrazole-1-sulfonamide BrC1=NN(C=C1F)S(=O)(=O)N(C)C